CC1=C(N=C(O1)C1=CC=C(C=C1)N1C=NC(=C1)C)CN1CCC(CC1)C1=CC=C(C=C1)OC(F)(F)F 5-methyl-2-(4-(4-methyl-1H-imidazol-1-yl)phenyl)-4-((4-(4-(trifluoromethoxy)phenyl)piperidin-1-yl)methyl)oxazole